(S)-3-(4-(7,7-difluoro-2-(2-methylpyrrolidin-1-yl)-6,7-dihydro-5H-cyclopenta[d]pyrimidin-4-yl)phenyl)oxetan-3-amine FC1(CCC2=C1N=C(N=C2C2=CC=C(C=C2)C2(COC2)N)N2[C@H](CCC2)C)F